(S)-3-aminotetrahydrofuran p-toluenesulphonic acid salt CC1=CC=C(C=C1)S(=O)(=O)O.N[C@@H]1COCC1